5-(5-chloro-2-methoxyphenyl)pyridazine-4-carboxylic acid ClC=1C=CC(=C(C1)C=1C(=CN=NC1)C(=O)O)OC